N,N'-dimethyl-1,3-butanediamine CNCCC(C)NC